3-{[4-(3-cyanophenyl)-6-hexylquinolin-2-yl](methyl)amino}butyric acid C(#N)C=1C=C(C=CC1)C1=CC(=NC2=CC=C(C=C12)CCCCCC)N(C(CC(=O)O)C)C